(S)-6-Chloro-N-(1-methylpiperidin-3-yl)pyridazin-3-amine ClC1=CC=C(N=N1)N[C@@H]1CN(CCC1)C